3-ethoxy-1-((2-(trimethylsilyl)ethoxy)methyl)-1H-pyrazol-4-amine C(C)OC1=NN(C=C1N)COCC[Si](C)(C)C